OCC=1C(=NN(C1)C)C(F)(F)F (hydroxymethyl)-1-methyl-3-(trifluoromethyl)-1H-pyrazole